S(=O)(=O)(O)C=1CC(CC(C(=O)O)(C1)C)(C(=O)O)C 5-sulfo-1,3-dimethyl-isophthalic acid